C1(=CC=CC=C1)[C@@H]1NC[C@@H]2CC[C@H]1C2 |r| rac-(1R,4R,5S)-4-phenyl-3-azabicyclo[3.2.1]Octane